(1R,2S,3R,5R)-3-(4-methyl-5-vinyl-7H-pyrrolo[2,3-d]pyrimidin-7-yl)-5-(((3-(phenethylamino)propyl)amino)methyl)cyclopentane-1,2-diol CC=1C2=C(N=CN1)N(C=C2C=C)[C@H]2[C@@H]([C@@H]([C@H](C2)CNCCCNCCC2=CC=CC=C2)O)O